P(OCCCCCCCC\C=C/CCCCCCCC)(OCCCCCCCC\C=C/CCCCCCCC)(OCCCCCCCC\C=C/CCCCCCCC)=S trioleyl phosphorothioate